4-(bromomethyl)phenyl isothiocyanate BrCC1=CC=C(C=C1)N=C=S